N-((1-butyl-3-hydroxy-6-methyl-4-oxo-1,4-dihydropyridin-2-yl)methyl)-4-methoxybenzamide C(CCC)N1C(=C(C(C=C1C)=O)O)CNC(C1=CC=C(C=C1)OC)=O